(S)-2-((((9H-fluoren-9-yl)methoxy)carbonyl)amino)propan-1-amine C1=CC=CC=2C3=CC=CC=C3C(C12)COC(=O)N[C@H](CN)C